CC1=CC(=NC(=N1)C=1C=NN(C1)C1OCCCC1)C(=O)O 6-methyl-2-(1-(tetrahydro-2H-pyran-2-yl)-1H-pyrazol-4-yl)pyrimidine-4-carboxylic acid